hydroxyethyl-caprolactone (methyl)acrylate COC(C=C)=O.OCCC1C(=O)OCCCC1